calcium methyltaurate CNCCS(=O)(=O)[O-].[Ca+2].CNCCS(=O)(=O)[O-]